Dimethyl (2-methyl-1,2-dihydroisoquinolin-1-yl)phosphonate CN1C(C2=CC=CC=C2C=C1)P(OC)(OC)=O